2-butyl-2,8-dimethyl-4-(7-methylimidazo[1,2-b]pyridazin-3-yl)-2H-benzo[e][1,3]oxazine C(CCC)C1(OC2=C(C(=N1)C1=CN=C3N1N=CC(=C3)C)C=CC=C2C)C